6-(6-(1-cyclopropyl-1H-pyrazol-4-yl)-3,6-dihydro-2H-pyran-4-yl)-3-methyl-2-(trifluoromethyl)-8-(2,4,5-trifluorophenyl)pyrimido[5,4-d]pyrimidin-4(3H)-one C1(CC1)N1N=CC(=C1)C1C=C(CCO1)C=1N=C(C=2N=C(N(C(C2N1)=O)C)C(F)(F)F)C1=C(C=C(C(=C1)F)F)F